tert-Butyl N-[(2-phenylthiazolo[5,4-c]pyridin-6-yl)methyl]carbamate C1(=CC=CC=C1)C=1SC=2C=NC(=CC2N1)CNC(OC(C)(C)C)=O